C(C)(C)(C)OC(NC[C@@H](CBr)O[Si](C)(C)C(C)(C)C)=O (S)-(3-bromo-2-((tert-butyldimethylsilyl)oxy)propyl)carbamic acid tert-butyl ester